C(C=C)OCC(C(=O)OCCCCCC)=C n-hexyl allyloxymethylacrylate